N-[(3S)-3-Aminopyrrolidin-1-yl]sulfonyl-6-(3,5-dimethylphenyl)-2-[(4S)-2,2,4-trimethylpyrrolidin-1-yl]pyridin-3-carboxamid N[C@@H]1CN(CC1)S(=O)(=O)NC(=O)C=1C(=NC(=CC1)C1=CC(=CC(=C1)C)C)N1C(C[C@@H](C1)C)(C)C